FC=1C=C(C#N)C=CC1N1CC(N(C2(CC(C2)C=2OC=C(N2)C)C1=O)CC1=CC=C(C=C1)C(F)(F)F)=O 3-fluoro-4-((2r,4r)-2-(4-methyloxazol-2-yl)-6,9-dioxo-5-(4-(trifluoromethyl)-benzyl)-5,8-diazaspiro-[3.5]nonan-8-yl)benzonitrile